C1(=CC=CC=C1)P(C1=NC=CC=C1)(C1=CC=CC=C1)=O Diphenyl-(pyridin-2-yl)phosphine oxide